[N+](=O)([O-])C1=C(C=CC=C1)NP(N)(N)=O (2-nitrophenyl)phosphoric triamide